COCCOCCOC(C(=O)N)OCCOCCOC bis(2-(2-methoxyethoxy)ethoxy)acetamide